C(#N)C1=CC=C(C=C1)C1CCN(CC1)C(=O)C=1C(=CC(=C(C(=O)O)C1)C)CC 5-(4-(4-cyanophenyl)piperidine-1-carbonyl)-4-ethyl-2-methylbenzoic acid